2H-pyrazino[2,3-b][1,4]Oxazin O1C2=C(N=CC1)N=CC=N2